7-(2-((7-ethyl-1,2,3,4-tetrahydroisoquinolin-6-yl)amino)-5-(trifluoromethyl)pyrimidin-4-yl)-4-(2,2,2-trifluoroethyl)-3,4-dihydrothieno[2,3-f][1,4]thiazepin-5(2H)-one 1,1-dioxide C(C)C1=C(C=C2CCNCC2=C1)NC1=NC=C(C(=N1)C1=CC2=C(C(N(CCS2(=O)=O)CC(F)(F)F)=O)S1)C(F)(F)F